CN1N=CC(=C1)CN1C(NC2=C(C1=O)C=CS2)=O 3-((1-Methyl-1H-pyrazole-4-yl)Methyl)-2,4-dioxo-1,2,3,4-tetrahydrothieno[2,3-d]pyrimidine